butyl (3,5-di-tert-butyl-4-hydroxybenzyl)malonate C(C)(C)(C)C=1C=C(CC(C(=O)OCCCC)C(=O)[O-])C=C(C1O)C(C)(C)C